C(#N)C1=CC=C(COC2=CC=C(C=C2)C2=NOC(=C2)[C@@H]([C@@](CN2N=NN=C2)(O)C2=C(C=C(C=C2)F)F)C)C=C1 (2R,3R)-3-(3-(4-(4-cyanobenzyloxy)phenyl)isoxazol-5-yl)-2-(2,4-difluorophenyl)-1-(1H-tetrazol-1-yl)butan-2-ol